BrC=1C(=CSC1)CN(C(OC(C)(C)C)=O)CCO tert-Butyl ((4-bromothiophen-3-yl)methyl)(2-hydroxyethyl)carbamate